OCC1=CC=C(C=N1)C1=CC=C(C(=N1)OC)NC(=O)C=1C(=NOC1C)C1=CC=CC=C1 N-[6-[6-(hydroxymethyl)-3-pyridyl]-2-methoxy-3-pyridyl]-5-methyl-3-phenyl-isoxazole-4-carboxamide